(S)-N-((R or S)-(3-chlorophenyl)(4-(trifluoromethoxy)phenyl)methyl)-2-oxoimidazolidine-4-carboxamide ClC=1C=C(C=CC1)[C@H](NC(=O)[C@H]1NC(NC1)=O)C1=CC=C(C=C1)OC(F)(F)F |o1:7|